C1(=CC=CC=C1)C(C=1OC2=C(C1)C=CC=C2)C=2C=C(C=CC2)C 2-((phenyl)(m-tolyl)methyl)benzofuran